3-(5-(((S)-1-((2-((1S,3R)-3-(Methoxymethyl)cyclopentyl)quinolin-6-yl)methyl)pyrrolidin-3-yl)oxy)-1-oxoisoindolin-2-yl)piperidine-2,6-dione COC[C@H]1C[C@H](CC1)C1=NC2=CC=C(C=C2C=C1)CN1C[C@H](CC1)OC=1C=C2CN(C(C2=CC1)=O)C1C(NC(CC1)=O)=O